BrC1=CC=CC(=N1)NC(=O)C1(CC1)C1=CC2=C(OCO2)C=C1 1-Benzo[1,3]dioxol-5-yl-cyclopropanecarboxylic acid (6-bromo-pyridin-2-yl)-amide